C(CCCC)NC(OCOC1=NC2=CC(=CC=C2C=C1)OCCCCN1CCN(CC1)C1=CC=CC=2SC=CC21)=O (7-(4-(4-(benzo[b]thiophen-4-yl)piperazin-1-yl)butoxy)quinolin-2-yloxy)methyl pentylcarbamate